ClC=1C(=C(NC=2C3=C(N=CN2)C=CC(=N3)N3CC2(CCN2C(C=C)=O)C3)C=CC1OCC1CC1)F 1-[6-[4-[3-chloro-4-(cyclopropylmethoxy)-2-fluoro-anilino]pyrido[3,2-d]pyrimidin-6-yl]-1,6-diazaspiro[3.3]heptan-1-yl]prop-2-en-1-one